trans-4-(3-(2-(pyridin-3-yl)ethenyl)-1H-indazol-6-yl)pyrimidin-2-amine N1=CC(=CC=C1)/C=C/C1=NNC2=CC(=CC=C12)C1=NC(=NC=C1)N